4-(3-((5-(1,4-dimethyl-1H-imidazol-5-yl)pyridin-2-yl)methyl)-1,2,3-oxadiazol-3-ium-5-yl)((3-(trifluoromethyl)phenyl)carbamoyl)amide CN1C=NC(=C1C=1C=CC(=NC1)C[N+]1=NOC(=C1)C1=C(C=C(C=C1)NC(=O)[NH-])C(F)(F)F)C